O=C1NC(CCC1N1C(C2=CC=CC(=C2C1=O)NCC=1C=NN(C1)C1CCN(CC1)C(=O)C1(CC1)C1=CC=CC=C1)=O)=O 2-(2,6-dioxopiperidin-3-yl)-4-(((1-(1-(1-phenylcyclopropane-1-carbonyl)piperidin-4-yl)-1H-pyrazol-4-yl)methyl)amino)isoindoline-1,3-dione